10-hydroxy-2,4a,6a,9,12b,14a-hexamethyl-11-oxo-1,2,3,4,4a,5,6,6a,11,12b,13,14,14a,14b-tetradecahydropicene-2-carboxamide OC1=C(C2=CC=C3C4(CCC5(CCC(CC5C4(CCC3(C2=CC1=O)C)C)(C(=O)N)C)C)C)C